(1R,5S,6r)-N-(2-Methyl-1-((3-methylpyridin-2-yl)oxy)propan-2-yl)-3-azabicyclo[3.1.0]hexane-6-carboxamide L-malate C([C@@H](O)CC(=O)O)(=O)O.CC(COC1=NC=CC=C1C)(C)NC(=O)C1[C@H]2CNC[C@@H]12